N-(2-chloro-4-pyridinyl)-N-phenylurea ClC1=NC=CC(=C1)N(C(=O)N)C1=CC=CC=C1